tert-Butyl (5R)-5-[2-[6-bromo-4-(difluoromethyl)-7-methyl-indazol-2-yl]-3-ethoxy-3-oxo-propanoyl]-4-azaspiro[2.4]heptane-4-carboxylate BrC=1C=C(C2=CN(N=C2C1C)C(C(=O)[C@@H]1N(C2(CC2)CC1)C(=O)OC(C)(C)C)C(=O)OCC)C(F)F